6-chloro-3-(((1R)-1-(2-cyano-7-methyl-3-(methyl((5,6,7,8-tetrahydroimidazo[1,2-a]pyridin-7-yl)methyl)amino)quinoxalin-5-yl)ethyl)amino)picolinic acid ClC1=CC=C(C(=N1)C(=O)O)N[C@H](C)C1=C2N=C(C(=NC2=CC(=C1)C)C#N)N(CC1CC=2N(CC1)C=CN2)C